tert-hexyl fumarate C(\C=C\C(=O)[O-])(=O)OC(C)(C)CCC